ClC1=NC=C2C(=N1)N(N=C2C2=CC=CC=C2)C2=CC=CC=C2 6-chloro-1,3-diphenyl-1H-pyrazolo[3,4-d]pyrimidine